COC=1C(=C(C(=O)OC)C=C(C1OC)OC)NC(C#C)=O methyl 3,4,5-trimethoxy-2-propiolamidobenzoate